2-(3,5-dichloro-4-((4-oxo-3,4-dihydrophthalazin-1-yl)oxy)phenyl)-3,5-dioxo-2,3,4,5-tetrahydro-1,2,4-triazine-6-carbonitrile sodium salt [Na].ClC=1C=C(C=C(C1OC1=NNC(C2=CC=CC=C12)=O)Cl)N1N=C(C(NC1=O)=O)C#N